(3β)-3-Hydroxyolean-12-en-28-oic acid C[C@]12CC[C@@H](C([C@@H]1CC[C@@]3([C@@H]2CC=C4[C@]3(CC[C@@]5([C@H]4CC(CC5)(C)C)C(=O)O)C)C)(C)C)O